C(CCC)S(=O)(=O)N[C@H](C(=O)O)CC1=CC=C(C=C1)OCCCCC1=CC=NC=C1 (S)-2-(butylsulfonylamino)-3-(4-(4-(pyridine-4-yl)butoxy)phenyl)propionic acid